N-((1s,3s)-3-((2-(2,6-dioxopiperidin-3-yl)-1,3-dioxoisoindolin-5-yl)amino)cyclobutyl)-5-(4-((7-ethyl-6-oxo-5,6-dihydro-1,5-naphthyridin-3-yl)methyl)piperazin-1-yl)picolinamide O=C1NC(CC[C@@H]1N1C(C2=CC=C(C=C2C1=O)NC1CC(C1)NC(C1=NC=C(C=C1)N1CCN(CC1)CC=1C=NC=2C=C(C(NC2C1)=O)CC)=O)=O)=O